potassium benzenesulfonyl peroxysulfate S(=O)(=O)(OS(=O)(=O)C1=CC=CC=C1)O[O-].[K+]